ClC1=NC=C(C(=N1)C1(C(C=CC=C1)N)N)C1CC1 1-(2-chloro-5-cyclopropylpyrimidin-4-yl)benzene-1,2-diamine